4-(1H-pyrazolo[3,4-b]pyridin-4-yloxy)norbornan-1-amine N1N=CC=2C1=NC=CC2OC21CCC(CC2)(C1)N